FC(C1=CC=C(C=CC=2OC=C(N2)COC2=C(C=CC=C2)CCCCN2N=NC(=C2)CCCCO)C=C1)(F)F 4-(4-((2-(4-(trifluoromethyl)styryl)oxazol-4-yl-methoxy)phenyl)butyl-1H-1,2,3-triazol-4-yl)butan-1-ol